ClC=1N=C2C(=C(C(N(C2=CC1)C)=O)C#N)N1CCC2(CC1)N(C1=CC=CC=C1C2=O)C 6-chloro-1-methyl-4-(1-methyl-3-oxo-spiro[indoline-2,4'-piperidine]-1'-yl)-2-oxo-1,5-naphthyridine-3-carbonitrile